C(CCCCCCCCCCCCCCCCCCCCCCCCCCC)(=O)[O-].[Ca+2].C(CCCCCCCCCCCCCCCCCCCCCCCCCCC)(=O)[O-] calcium octacosanate